1-((3S,4R)-4-(3-fluorophenyl)-1-(2-methoxyethyl)pyrrolidin-3-yl)-3-(4-methyl-1-phenyl-3-(2-(piperazin-1-yl)pyrimidin-5-yl)-1H-pyrazol-5-yl)urea FC=1C=C(C=CC1)[C@H]1[C@@H](CN(C1)CCOC)NC(=O)NC1=C(C(=NN1C1=CC=CC=C1)C=1C=NC(=NC1)N1CCNCC1)C